1-(2-cyano-4-fluorophenyl)cyclopropane-1-carboxylic acid C(#N)C1=C(C=CC(=C1)F)C1(CC1)C(=O)O